C1=CC=C2C(=C1)C=CC=C2C3=C4C=CC=CC4=C(C5=CC=CC=C53)C6=CC=CC7=CC=CC=C76 9,10-dinaphthylanthracene